N-(4-(3-Bromo-5-nitrophenoxy)-3,5-dimethylphenyl)-2-(dimethylamino)acetamide BrC=1C=C(OC2=C(C=C(C=C2C)NC(CN(C)C)=O)C)C=C(C1)[N+](=O)[O-]